1,3-bis(4-amino-α,α-bis(trifluoromethyl)benzyl)benzene NC1=CC=C(C(C(F)(F)F)(C(F)(F)F)C2=CC(=CC=C2)C(C2=CC=C(C=C2)N)(C(F)(F)F)C(F)(F)F)C=C1